8'-Bromo-3-(4-chlorophenyl)-7'-fluoro-3'-methylspiro[cyclobutane-1,1'-pyrrolo[2,3-c]quinolin]-2'(3'H)-one BrC1=CC=2C3=C(C=NC2C=C1F)N(C(C31CC(C1)C1=CC=C(C=C1)Cl)=O)C